C1=CC=CC=2C3=CC=CC=C3C(C12)(COC1=C(C2=CC=CC=C2C=C1)C1=C(C=CC2=CC=CC=C12)OCCO)COC1=C(C2=CC=CC=C2C=C1)C1=C(C=CC2=CC=CC=C12)OCCO 2,2'-[9H-fluorene-9,9-diylbis(methyleneoxy[1,1'-binaphthalene]-2',2-diyloxy)]-di(ethan-1-ol)